3-((S)-2-hydroxy-3-((R)-8-(4-methoxy-1H-indazol-5-ylsulfonyl)-1-oxa-8-azaspiro[4.5]decan-3-ylamino)propoxy)-N-methylbenzenesulfonamide O[C@H](COC=1C=C(C=CC1)S(=O)(=O)NC)CN[C@H]1COC2(C1)CCN(CC2)S(=O)(=O)C=2C(=C1C=NNC1=CC2)OC